2-(2-chloro-4-fluorophenyl)-N-(4-(((6-fluoropyridin-3-yl)oxy)methyl)-3-sulfamoylphenyl)acetamide ClC1=C(C=CC(=C1)F)CC(=O)NC1=CC(=C(C=C1)COC=1C=NC(=CC1)F)S(N)(=O)=O